FC=1C(=CC2=C(OC(C(N2)=O)(C)C)C1)C(=O)OC methyl 7-fluoro-2,2-dimethyl-3-oxo-3,4-dihydro-2H-benzo[b][1,4]oxazine-6-carboxylate